(S)-4-(4-acryloyl-2-methylpiperazin-1-yl)-6,7-dichloro-1-(3-cyclopropylpyridin-2-yl)pyrido[2,3-d]pyrimidin C(C=C)(=O)N1C[C@@H](N(CC1)C=1C2=C(N(CN1)C1=NC=CC=C1C1CC1)N=C(C(=C2)Cl)Cl)C